methyl (S)-2-amino-5-oxo-5-(2,3,4,5-tetrahydro-1H-benzo[b]azepin-1-yl)pentanoate hydrochloride Cl.N[C@H](C(=O)OC)CCC(N1C2=C(CCCC1)C=CC=C2)=O